2,2-dichloro-N,N-diethylacetamide CCN(CC)C(=O)C(Cl)Cl